C(#N)C=1C=CC(=NC1)C=1C=C2C=C(C(NC2=NC1)=O)C(=O)NC(C)C1=CC=C(C=C1)F 6-(5-cyanopyridin-2-yl)-N-(1-(4-fluorophenyl)ethyl)-2-oxo-1,2-dihydro-1,8-naphthyridine-3-carboxamide